ClC=1C=C(C(=O)NC2[C@H]3CC(C[C@@H]23)(O)C=2C=3N(C=C(C2)Cl)C=NC3)C=CC1 3-chloro-N-((1r,3r,5s,6r)-3-(6-chloroimidazo[1,5-a]pyridin-8-yl)-3-hydroxybicyclo[3.1.0]hexane-6-yl)benzamide